[K].C1(CCC1)NC(=O)N1CC(CCC1)S(NC(NC1=C2CCCC2=CC=2CCCC12)=O)(=O)=O N-Cyclobutyl-3-(N-((1,2,3,5,6,7-hexahydro-s-indacen-4-yl)carbamoyl)sulfamoyl)piperidine-1-carboxamide, potassium salt